3-(2-fluoro-5-nitrophenylmethylene)-5-(3-pyridyl)-N-methyl-4-piperidone FC1=C(C=C(C=C1)[N+](=O)[O-])C=C1CN(CC(C1=O)C=1C=NC=CC1)C